(7aR,11aS)-5-chloro-12-ethyl-4-fluoro-2-(methylthio)-7a,8,10,11,11a,12-hexahydro-7,9-dioxa-1,3,6,12-tetraazapleiadene ClC1=C(C2=NC(=NC=3N([C@H]4CCOC[C@@H]4OC(=N1)C23)CC)SC)F